ClC1=C(C(=CC=C1)C1=NC2=C(N1)C(=CC=C2)O)C=2C(=CC(=CC2)C(N[C@H](CCC)C2=CC=CC=C2)=O)C(=O)O (S)-2'-chloro-6'-(7-hydroxy-1H-1,3-benzodiazol-2-yl)-4-{[(1R)-1-phenylbutyl]carbamoyl}-[1,1'-biphenyl]-2-carboxylic acid